tert-butyl ((1r,3s)-3-(6-bromo-2-fluoropyridin-3-yl)-3-hydroxycyclobutyl)carbamate BrC1=CC=C(C(=N1)F)C1(CC(C1)NC(OC(C)(C)C)=O)O